propyltris(dimethylamino)silane C(CC)[Si](N(C)C)(N(C)C)N(C)C